1,3-bis(dicyanomethylidene)indane C(#N)C(=C1CC(C2=CC=CC=C12)=C(C#N)C#N)C#N